Cl.Cl.O1N=C(C2=C1C=CC=C2)C2CCN(CC2)CCN 2-[4-(1,2-benzoisoxazol-3-yl)piperidin-1-yl]ethane-1-amine Dihydrochloride